3-(1-methyl-1H-indol-3-yl)-3-oxopropanenitrile CN1C=C(C2=CC=CC=C12)C(CC#N)=O